N-((1,2,3,5,6,7-Hexahydro-s-indacen-4-yl)carbamoyl)-2-(2-isopropylazetidin-1-yl)ethane-1-sulfonamide, Potassium Salt [K].C1CCC2=C(C=3CCCC3C=C12)NC(=O)NS(=O)(=O)CCN1C(CC1)C(C)C